2-Methoxynitroaniline COC1=C(N[N+](=O)[O-])C=CC=C1